6-[5-[2-[[6-[(3-aminooxetan-3-yl)methoxy]-4-fluoro-2,3-dihydro-1H-inden-2-yl]methylamino]ethyl]-2-oxo-1,3-oxazolidin-3-yl]-4H-pyrido[3,2-b][1,4]oxazin-3-one NC1(COC1)COC1=CC(=C2CC(CC2=C1)CNCCC1CN(C(O1)=O)C=1C=CC=2OCC(NC2N1)=O)F